FC1(CC12CC(C2)(O)C=2SC1=NC(=CC=C1N2)C2=CC=1C(N=C2)=NN(C1)C)F 1,1-difluoro-5-(5-(2-methyl-2H-pyrazolo[3,4-b]pyridin-5-yl)[1,3]thiazolo[5,4-b]pyridin-2-yl)spiro[2.3]hexan-5-ol